N-((1R,2S)-2-hydroxycyclopentyl)-7-(trifluoromethyl)benzo[d]Oxazole-5-carboxamide O[C@@H]1[C@@H](CCC1)NC(=O)C=1C=C(C2=C(N=CO2)C1)C(F)(F)F